sodium fluorolithium aluminum [Al].F[Li].[Na]